1-Acetoxyethyl 3-((4-carbamoyl-2,6-difluorophenoxy)methyl)-4-chlorobenzo[b]thiophene-2-carboxylate C(N)(=O)C1=CC(=C(OCC=2C3=C(SC2C(=O)OC(C)OC(C)=O)C=CC=C3Cl)C(=C1)F)F